C(CC)[Sn](OC(C)(C)C)(OC(C)(C)C)OC(C)(C)C 1-propyltris(tert-butyloxy)tin